C(C)(C)(C)OC(NC1=C(C(=C(C=C1)Cl)C(NC1=C(C=C(C=C1)F)F)=O)F)=O (4-chloro-3-((2,4-difluorophenyl)carbamoyl)-2-fluorophenyl)carbamic acid tert-butyl ester